3-(3-(4-(3-ethylguanidino)phenyl)isoxazol-5-yl)(5-(4-(isopropylsulfonyl)benzeneyl)-pyrazin-2-yl)carbamate C(C)NC(NC1=CC=C(C=C1)C1=NOC(=C1)C=1C(=NC=C(N1)C1=CC=C(C=C1)S(=O)(=O)C(C)C)NC([O-])=O)=N